N-L-prolyl-L-histidine N1[C@@H](CCC1)C(=O)N[C@@H](CC1=CNC=N1)C(=O)O